tert-butyl 2-((tert-butoxycarbonyl)oxy)-7,8-dihydro-1,6-naphthyridine-6(5H)-carboxylate C(C)(C)(C)OC(=O)OC1=NC=2CCN(CC2C=C1)C(=O)OC(C)(C)C